FC(C=O)F 2,2-difluoro-ethan-1-one